5-(5-(3-fluoroazetidin-1-yl)-1H-benzo[d]imidazol-2-yl)-3-methoxybenzene-1,2-diol FC1CN(C1)C1=CC2=C(NC(=N2)C2=CC(=C(C(=C2)O)O)OC)C=C1